C(C)(C)OC(=O)N1CCN(CC1)C1=NC=2N(C=C1)N=CC2C=2C(=NC=CC2)OCCOC 4-(3-(2-(2-methoxyethoxy)pyridin-3-yl)pyrazolo[1,5-a]pyrimidin-5-yl)piperazine-1-carboxylic acid isopropyl ester